N-[(4,5-difluoro-1H-benzimidazol-2-yl)methyl]-2-(morpholin-4-yl)-8-(pyridazin-4-yl)pyrazolo[1,5-a][1,3,5]triazin-4-amine FC1=C(C=CC=2NC(=NC21)CNC2=NC(=NC=1N2N=CC1C1=CN=NC=C1)N1CCOCC1)F